2-(7-((1R,2S)-2-methoxy-2-methylcyclopropyl)-6,7-dihydro-5H-pyrrolo[2,3-c]pyridazin-3-yl)-3-methyl-5-(trifluoromethyl)phenol CO[C@@]1([C@@H](C1)N1CCC2=C1N=NC(=C2)C2=C(C=C(C=C2C)C(F)(F)F)O)C